O[C@@H](C(=O)NCCC1=CC=C(C=C1)OCC)C (R)-2-hydroxy-N-(4-ethoxyphenethyl)propionamide